ClC1=CC=C(C=C1)C1=CC(=NC(=N1)C=1C=NC=CC1)NN1[C@@H](CCC1)COC (S)-6-(4-chlorophenyl)-N-(2-(methoxymethyl)pyrrolidin-1-yl)-2-(pyridin-3-yl)pyrimidin-4-amine